ClCCC[SiH2][SiH2][SiH3] γ-chloropropyltrisilane